C[C@@H]1CC[C@H]2C([C@@H]3[C@](CC[C@]12C3)(C)OC(\C=C\C3=CC=C(C=C3)OCCO)=O)(C)C (E)-(3R,3aS,6R,7R,8aS)-3,6,8,8-tetramethyloctahydro-1H-3a,7-methanoazulen-6-yl-3-(4-(2-hydroxyethoxy)phenyl)acrylate